C1(CC1)[C@@H]1OC2=C(CN(C1)CC1=CC(=CC=3C=CSC31)[C@@H](CC(=O)O)C3=C(C1=C(N(N=N1)C)C=C3)C)N=C(C=C2)O (3R)-3-(7-{[(2S)-2-Cyclopropyl-7-hydroxy-2,3-dihydropyrido[2,3-f][1,4]oxazepin-4(5H)-yl]methyl}-1-benzothiophen-5-yl)-3-(1,4-dimethyl-1H-benzotriazol-5-yl)propanoic acid